hydroxypropyl-glycerol triacrylate C(C=C)(=O)OC(C(OC(C=C)=O)COC(C=C)=O)CCCO